FC1=CC=C(C=C1)[C@H]1[C@@H](CN(C1)CCOC)NC(=O)NC1=C(C(=NN1C1=CC=CC=C1)OC)C(F)(F)F 1-((3s,4r)-4-(4-fluorophenyl)-1-(2-methoxyethyl)pyrrolidin-3-yl)-3-(3-methoxy-1-phenyl-4-(trifluoromethyl)-1H-pyrazol-5-yl)urea